C[C@@H]1N(C[C@H](N(C1)[C@@H](C)C=1C=C2N=CC=NC2=CC1)C)C=1C2=C(N(C(C1)=O)C)C(=NN2CC#N)F 2-(7-((2S,5R)-2,5-dimethyl-4-((S)-1-(quinoxalin-6-yl)ethyl)piperazin-1-yl)-3-fluoro-4-methyl-5-oxo-4,5-dihydro-1H-pyrazolo[4,3-b]pyridin-1-yl)acetonitrile